(phenyl)(pent-4-en-1-yl)methylene(cyclopentadienyl)(2,7-di-tert-butylfluoren-9-yl)dimethylHafnium C1(=CC=CC=C1)C[Hf](C(=C)CCCC=C)(C1C2=CC(=CC=C2C=2C=CC(=CC12)C(C)(C)C)C(C)(C)C)C1C=CC=C1